1-(6-amino-7-(methylthio)-3,4-dihydroisoquinolin-2(1H)-yl)-2,2,2-trifluoroethan-1-one NC=1C=C2CCN(CC2=CC1SC)C(C(F)(F)F)=O